CN(C1=NC(=C(C2=C1CN(C2)C(=O)OC(C)(C)C)C)C)C tert-butyl 4-(dimethylamino)-6,7-dimethyl-1,3-dihydro-2H-pyrrolo[3,4-C]pyridine-2-carboxylate